2-(5-fluoro-3-pyridinyl)-N-[2-(1H-indol-3-yl)ethyl]-6-isopropoxy-pyrimidin-4-amine FC=1C=C(C=NC1)C1=NC(=CC(=N1)NCCC1=CNC2=CC=CC=C12)OC(C)C